COC1=C(C=CC=C1C1=NN(C=N1)C)NC1=CC(=NC=2CCN(C(C12)=C=O)C)NC(=O)C1CC1 N-(4-((2-methoxy-3-(1-methyl-1H-1,2,4-triazol-3-yl)phenyl)amino)-6-methyl-5-carbonyl-5,6,7,8-tetrahydro-1,6-naphthyridin-2-yl)cyclopropanecarboxamide